dimethyl (1-cyclopropyl-1-(3-((3-((diisopropylamino)methyl)-4-(5-fluoro-2-methoxypyridin-4-yl)benzyl)oxy)phenyl)propan-2-yl)phosphonate C1(CC1)C(C(C)P(OC)(OC)=O)C1=CC(=CC=C1)OCC1=CC(=C(C=C1)C1=CC(=NC=C1F)OC)CN(C(C)C)C(C)C